6-Amino-9-[(4-chlorophenyl)methyl]-2-(S(R)-ethylsulfonimidoyl)-7H-purin-8-one NC1=C2NC(N(C2=NC(=N1)[S@](=O)(=N)CC)CC1=CC=C(C=C1)Cl)=O |r|